4-chloro-6-(trifluoromethyl)quinolin-7-ol indium-lanthanum [La].[In].ClC1=CC=NC2=CC(=C(C=C12)C(F)(F)F)O